(dimethylamino)-2-methylbenzaldehyde CN(C)C=1C(=C(C=O)C=CC1)C